1-(6-(2-hydroxypropan-2-yl)pyridin-2-yl)-2-isopropyl-6-(methylthio)-1H-pyrazolo[3,4-d]pyrimidin-3(2H)-one OC(C)(C)C1=CC=CC(=N1)N1N(C(C=2C1=NC(=NC2)SC)=O)C(C)C